CC(C)(C)S(=O)N[C@@H]1C(CCC12CCNCC2)C 2-methyl-N-((1R)-2-methyl-8-azaspiro[4.5]decan-1-yl)propane-2-sulfinamide